IC1=CN(C2=C(C=CC=C12)C)S(=O)(=O)C1=CC=C(C)C=C1 3-iodo-7-methyl-1-p-toluenesulfonyl-1H-indole